FC1=C(C=C(C=C1)NC(C=C)=O)NC1=NC(=NC=C1C1CN(CC1)C)NC=1C=NN(C1)C N-[4-fluoro-3-({2-[(1-methyl-1H-pyrazol-4-yl)amino]-5-(1-methylpyrrolidin-3-yl)pyrimidin-4-yl}amino)phenyl]prop-2-enamide